ClC1=CC=C(C=C1)C1(CC1)C(=O)NC1CN(CCCCC1)C#N 1-(4-chlorophenyl)-N-(1-cyanoazocan-3-yl)cyclopropane-1-carboxamide